C1(=CC=CC=C1)C1=NOC(C1)C(CCCCC)=O 1-(3-Phenyl-4,5-dihydroisoxazol-5-yl)hexan-1-one